3-fluoro-2-{3-[3-(4-hydroxybutoxy)-4-(4-methylpiperazin-1-yl)phenyl]-1-(4-methylbenzenesulfonyl)-1H-pyrazolo[3,4-c]pyridin-5-yl}phenol FC=1C(=C(C=CC1)O)C=1C=C2C(=CN1)N(N=C2C2=CC(=C(C=C2)N2CCN(CC2)C)OCCCCO)S(=O)(=O)C2=CC=C(C=C2)C